N-((1s,3s)-3-(6-((4-(4-(7-(2-(2,6-dioxopiperidin-3-yl)-1,3-dioxoisoindoline-4-yl)-7-azaspiro[3.5]nonan-2-yl)piperazin-1-yl)phenyl)amino)-9H-purin-9-yl)cyclobutyl)-2-phenylacetamide O=C1NC(CC[C@@H]1N1C(C2=CC=CC(=C2C1=O)N1CCC2(CC(C2)N2CCN(CC2)C2=CC=C(C=C2)NC2=C3N=CN(C3=NC=N2)C2CC(C2)NC(CC2=CC=CC=C2)=O)CC1)=O)=O